C1(CC1)C=1N=NN(C1)C(C(=O)N1C(CC(C1)O)C(=O)NC(C)C1=CC=C(C=C1)C1=C(N=CS1)C)C(CC)(C)C 1-(2-(4-cyclopropyl-1H-1,2,3-triazol-1-yl)-3,3-dimethylpentanoyl)-4-hydroxy-N-(1-(4-(4-methylthiazol-5-yl)phenyl)ethyl)pyrrolidine-2-carboxamide